ClC=1C=C(C=CC1)N1CCCC2=C1N=C(N=C2C2=C(C=CC=C2)F)N2CC1(CN(C1)C(C=C)=O)CC2 1-(6-(8-(3-chlorophenyl)-4-(2-fluorophenyl)-5,6,7,8-tetrahydropyrido[2,3-d]pyrimidin-2-yl)-2,6-diazaspiro[3.4]octan-2-yl)-2-propen-1-one